1-butyl-3-methylimidazolium zinc salt [Zn+2].C(CCC)N1C=[N+](C=C1)C